2-(cyclopropylmethyl)-1,3-diazaspiro[4.4]non-1-en-4-one C1(CC1)CC1=NC2(C(N1)=O)CCCC2